6-[2-[(1S,5R)-3-azabicyclo[3.1.0]hexan-6-yl]-8-methoxy-imidazo[1,2-a]pyridin-6-yl]-2,8-dimethyl-imidazo[1,2-b]pyridazine [C@@H]12CNC[C@H]2C1C=1N=C2N(C=C(C=C2OC)C=2C=C(C=3N(N2)C=C(N3)C)C)C1